NC=1C=C(C(=NC1)C#N)C(F)(F)F 5-amino-3-(trifluoromethyl)picolinonitrile